Cl.FC1(CC(C1)CC(=O)N)F 2-(3,3-difluorocyclobutyl)acetamide hydrochloride